N,5-dimethylisoxazole-3-carboxamide CNC(=O)C1=NOC(=C1)C